7-(5-(trifluoromethyl)pyridin-3-yl)-2,7-diazaspiro[4.5]decan-8-one hydrochloride Cl.FC(C=1C=C(C=NC1)N1CC2(CCNC2)CCC1=O)(F)F